5-carbonyl-1,2,4a,5,6,7-hexahydro-8-oxa-3,5a,9,13c-tetraazanaphtho[3,2,1-de]anthracene-3(4H)-carboxylate C(=O)=C1C2CN(CCN2C=2C=3N1CCOC3N=C3C=CC=CC23)C(=O)[O-]